Cl.CC1=NC(=CC(=C1)C=1C=C(C=CC1)C=1N=C(SC1)NC(=O)[C@@H]1NCC1)C (R)-N-(4-(3-(2,6-dimethylpyridin-4-yl)phenyl)thiazol-2-yl)azetidine-2-carboxamide hydrochloride